Methyl (E)-3-(1-methyl-5-((E)-3-oxo-3-(pyridin-2-yl)prop-1-en-1-yl)-1H-pyrrol-2-yl)acrylate CN1C(=CC=C1\C=C\C(C1=NC=CC=C1)=O)/C=C/C(=O)OC